2-Amino-2-(1,4-dioxaspiro[4.5]dec-8-yl)acetic acid methyl ester COC(C(C1CCC2(OCCO2)CC1)N)=O